bis((4-dimethylaminophenyl)-di-tert-butylphosphine) palladium (II) dichloride [Pd](Cl)Cl.CN(C1=CC=C(C=C1)P(C(C)(C)C)C(C)(C)C)C.CN(C1=CC=C(C=C1)P(C(C)(C)C)C(C)(C)C)C